4-(4-morpholinyl)-2,5-dihydro-1H-imidazol-2-one N1(CCOCC1)C1=NC(NC1)=O